methyl 5-(3-(1-(5-(aminomethyl)-2-methylbenzamido)ethyl)-5-(1-methyl-1H-pyrazol-4-yl)phenyl)thiophene-2-carboxylate NCC=1C=CC(=C(C(=O)NC(C)C=2C=C(C=C(C2)C=2C=NN(C2)C)C2=CC=C(S2)C(=O)OC)C1)C